FC1=C(C=CC=C1)C1=C2N(C(=NC1=O)N1CCCC1)C=CC(=C2)C(F)(F)F 4-(2-fluorophenyl)-1-(pyrrolidin-1-yl)-6-(trifluoromethyl)-3H-pyrido[1,2-C]pyrimidin-3-one